NC1=C(C(=NN1C1CC(C1)CN1CCNCC1)C1=CC=C2C=CC(=NC2=C1)C1=CC=CC=C1)C(=O)N 5-amino-3-(2-phenylquinolin-7-yl)-1-((1r,3r)-3-(piperazin-1-ylmethyl)cyclobutyl)-1H-pyrazole-4-carboxamide